FC=1C(=NC(=NC1)NC1=CC=C(C=C1)OCCOC)NC=1C=C(C=CC1)C(C(=O)N)=C (3-((5-fluoro-2-((4-(2-methoxyethoxy)phenyl)amino)pyrimidin-4-yl)amino)phenyl)acrylamide